COC1=NC=NC(=C1C1=CC=2C(=CN=C(C2)NC(=O)[C@H]2[C@@H](C2)CO)N1C)OC trans-N-(2-(4,6-dimethoxypyrimidin-5-yl)-1-methyl-1H-pyrrolo[2,3-c]pyridin-5-yl)-2-(hydroxymethyl)cyclopropane-1-carboxamide